N-(3-cyclobutyl-5-(trifluoromethyl)pyrazolo[1,5-a]pyridin-2-yl)-3-hydroxy-3-methylbutanamide C1(CCC1)C=1C(=NN2C1C=C(C=C2)C(F)(F)F)NC(CC(C)(C)O)=O